n-butyl-cycloundecane C(CCC)C1CCCCCCCCCC1